tert-Butyl exo-3-((4-((4-([1,2,4]triazolo[1,5-a]pyridin-7-yloxy)-3-methylphenyl)amino)quinazolin-6-yl)oxy)-8-azabicyclo[3.2.1]octane-8-carboxylate N=1C=NN2C1C=C(C=C2)OC2=C(C=C(C=C2)NC2=NC=NC1=CC=C(C=C21)OC2CC1CCC(C2)N1C(=O)OC(C)(C)C)C